O.Cl.Cl.CC1=C(N=NC(=C1)C1=CC=CC=C1)N1CCN(CC1)C1=NC=CC=N1 2-(4-(4-methyl-6-phenylpyridazin-3-yl)piperazin-1-yl)pyrimidine dihydrochloride hydrate